N-[6-(difluoromethyl)-2-pyridyl]-8-methoxy-2-tetrahydropyran-4-ylimidazo[1,2-a]pyrazine-6-carboxamide FC(C1=CC=CC(=N1)NC(=O)C=1N=C(C=2N(C1)C=C(N2)C2CCOCC2)OC)F